BrCCOC(C1=CC=C(C=C1)[N+](=O)[O-])OC(C1=CC=C(C=C1)[N+](=O)[O-])OCCBr (2-bromoethoxy)-4-nitrobenzyl ether